Cl.OC1=NC=CC(=C1)N1C(C(=CC=C1)C(=O)N)=O 1-(2-hydroxypyridin-4-yl)-2-oxopyridine-3-carboxamide hydrochloride